C1(=CC=CC=C1)C=1C(=C(C(=C(C1)O)C1=CC=CC=C1)C1=CC=CC=C1)C1=CC=CC=C1 Tetraphenylphenol